FC1=C(C=CC=C1)C=C1C=C(C(C(=C1)C(C)(C)C)=O)C(C)(C)C 4-(2-fluorophenyl)methylene-2,6-di-t-butyl-2,5-cyclohexadien-1-one